2-hydroxy-1,4-methylenedioxybenzene OC1=C2C=CC(=C1)OCO2